N-[(4S,5S)-3-(aminomethyl)-7-ethyl-4-(4-fluorophenyl)-6-oxo-1-phenyl-4,5-dihydropyrazolo[3,4-b]pyridine-5-yl]-3-(trifluoromethyl)benzamide NCC1=NN(C=2N(C([C@H]([C@H](C21)C2=CC=C(C=C2)F)NC(C2=CC(=CC=C2)C(F)(F)F)=O)=O)CC)C2=CC=CC=C2